3-(6-(piperazin-1-yl)pyridazin-3-yl)piperidine-2,6-dione N1(CCNCC1)C1=CC=C(N=N1)C1C(NC(CC1)=O)=O